(tetrahydro-1H-pyrrolizin-7a(5H)-yl)methan-d2-ol C1CCN2CCCC12C(O)([2H])[2H]